indium selenide chloride [Cl-].[In+]=[Se]